2-((((1,3-dimethoxypropan-2-yl)oxy)carbonyl)amino)ethyl acrylate C(C=C)(=O)OCCNC(=O)OC(COC)COC